3,7-Diketocholanic acid ethyl ester C(C)OC(CC[C@@H](C)[C@H]1CC[C@H]2[C@@H]3C(CC4CC(CC[C@]4(C)[C@H]3CC[C@]12C)=O)=O)=O